mono-sodium mono-hydrogen oxalate C(C(=O)[O-])(=O)O.[Na+]